(1S,3R)-N-(5-chloro-4-(5,5-dimethyl-5,6-dihydro-4H-pyrrolo[1,2-b]pyrazol-3-yl)pyridin-2-yl)-3-(1-methyl-1H-pyrazol-3-yl)cyclohexane-1-carboxamide ClC=1C(=CC(=NC1)NC(=O)[C@@H]1C[C@@H](CCC1)C1=NN(C=C1)C)C1=C2N(N=C1)CC(C2)(C)C